C(C)(=O)N1CCC(CC1)NC(=O)C1=NC(=CC=C1)N1C=NC=C1 N-(1-acetylpiperidin-4-yl)-6-(1H-imidazol-1-yl)pyridineamide